CC=C(Cl)Cl Dichloropropene